2-(2,4-dichlorophenyl)-2-fluoroethylamine hydrochloride Cl.ClC1=C(C=CC(=C1)Cl)C(CN)F